CC=1SC=C(N1)C1=CC=2C(=NC=CC2N2CCN(CC2)C(=O)C2CC(C2)C#N)N1 (1r,3r)-3-(4-(2-(2-methylthiazol-4-yl)-1H-pyrrolo[2,3-b]pyridin-4-yl)piperazine-1-carbonyl)cyclobutanenitrile